N-(3,5-bis(trifluoromethyl)phenyl)-N-methyl-4,6-bis(trifluoromethyl)-1H-benzo[d]imidazol-2-amine FC(C=1C=C(C=C(C1)C(F)(F)F)N(C1=NC2=C(N1)C=C(C=C2C(F)(F)F)C(F)(F)F)C)(F)F